5-KetoGluconate C(C(=O)[C@H]([C@@H]([C@H](C(=O)[O-])O)O)O)O